O=C1NC2=CC=C(C=C2C=C1C1=C(C=CC=C1)NS(=O)(=O)C)C1=CC=C(C=C1)N1CCN(CC1)C(C)C N-[2-(2-oxo-6-{4-[4-(propan-2-yl)piperazin-1-yl]phenyl}-1,2-dihydroquinolin-3-yl)phenyl]methanesulfonamide